dibenzyl ((1-(6,7-dimethoxyquinazolin-4-yl)piperidin-4-yl)methyl)phosphonate COC=1C=C2C(=NC=NC2=CC1OC)N1CCC(CC1)CP(OCC1=CC=CC=C1)(OCC1=CC=CC=C1)=O